N-[2-[4-(hydroxymethyl)cyclohexyl]-6-(1-hydroxy-1-methyl-ethyl)indazol-5-yl]-6-methyl-pyridine-2-carboxamide OCC1CCC(CC1)N1N=C2C=C(C(=CC2=C1)NC(=O)C1=NC(=CC=C1)C)C(C)(C)O